(Z,E)-3,13-Octadecadienol C(C\C=C/CCCCCCCC\C=C\CCCC)O